tert-butyl (3S)-3-[(1R)-2-[[2-(cyclobutylamino)-6-methoxy-pyridine-4-carbonyl]amino]-1-hydroxy-ethyl]-7-[(4-methyloxazol-5-yl)methoxy]-3,4-dihydro-1H-isoquinoline-2-carboxylate C1(CCC1)NC1=NC(=CC(=C1)C(=O)NC[C@@H](O)[C@H]1N(CC2=CC(=CC=C2C1)OCC1=C(N=CO1)C)C(=O)OC(C)(C)C)OC